5-((5-(diethylamino)pentan-2-yl)amino)-N-(6-fluoroquinolin-8-yl)pyrazine-2-carboxamide C(C)N(CCCC(C)NC=1N=CC(=NC1)C(=O)NC=1C=C(C=C2C=CC=NC12)F)CC